FC(S(=O)(=O)OC=1CCOC(C1)C1=CN=C(O1)C1CC1)(F)F [6-(2-cyclopropyloxazol-5-yl)-3,6-dihydro-2H-pyran-4-yl] trifluoromethanesulfonate